ClC=1C(N(C(=NN1)C1=C(C=C(C=C1)C(F)(F)F)OC)CC1CC1)=O 6-Chloro-4-(cyclopropylmethyl)-3-(2-methoxy-4-(trifluoromethyl)phenyl)-1,2,4-triazin-5(4H)-one